2-(chloromethyl)-5-(difluoromethyl)-1,3,4-thiadiazole ClCC=1SC(=NN1)C(F)F